(S)-3-((tert-butoxycarbonyl)amino)-4-(((isopropoxycarbonyl)oxy)methoxy)-4-oxobutanoic acid C(C)(C)(C)OC(=O)N[C@@H](CC(=O)O)C(=O)OCOC(=O)OC(C)C